(2R,3R)-3-(methoxymethyl)-1-trityl-aziridine-2-carboxylic acid COC[C@H]1[C@@H](N1C(C1=CC=CC=C1)(C1=CC=CC=C1)C1=CC=CC=C1)C(=O)O